3-ethoxy-4-(((3E,7E)-4,8,12-trimethyltridec-3,7,11-trien-1-yloxy)oxy)benzaldehyde C(C)OC=1C=C(C=O)C=CC1OOCC\C=C(\CC\C=C(\CCC=C(C)C)/C)/C